FC=1C(=CC=2C3=C(C=NC2C1)N(C(C31CN(C1)C=1N=NNN1)=O)C)C=1C=C(C(=NC1)OCCNC(C)C)NS(=O)(=O)C N-(5-(7'-Fluoro-3'-methyl-2'-oxo-1-(2H-tetrazol-5-yl)-2',3'-dihydrospiro[azetidine-3,1'-pyrrolo[2,3-c]quinolin]-8'-yl)-2-(2-(isopropylamino)ethoxy)pyridin-3-yl)methanesulfonamide